(2R,6R)-4-(8-cyanoquinolin-5-yl)-6-methyl-N-(1-methylpiperidin-4-yl)morpholine-2-carboxamide C(#N)C=1C=CC(=C2C=CC=NC12)N1C[C@@H](O[C@@H](C1)C)C(=O)NC1CCN(CC1)C